COC1=NC=CC(=C1N1CCC(CC1)N1C(N(C=2C([C@@H]1C)=CN(N2)C)CC2=C(C=CC=C2)C(F)(F)F)=O)C (S)-5-(2'-methoxy-4'-methyl-3,4,5,6-tetrahydro-2H-[1,3']bipyridinyl-4-yl)-2,4-dimethyl-7-(2-trifluoromethyl-benzyl)-2,4,5,7-tetrahydro-pyrazolo[3,4-d]pyrimidin-6-one